C(C=C)N1CCN(CC1)C1CCN(CC1)C1=C(C=C(C(=C1)OC)NC1=NC=NC(=C1)N1OCC[C@@H]1C1=C(C(=CC=C1)F)F)NC(C=C)=O N-(2-(4-(4-allylpiperazine-1-yl)piperidine-1-yl)-5-((6-((R)-3-(2,3-difluorophenyl)-isoxazolidine-2-yl)pyrimidine-4-yl)amino)-4-methoxyphenyl)acrylamide